C1(=CC=C(C2=CC=CC=C12)C(=O)F)C(=O)F naphthalene-1,4-dicarboxylic fluoride